tert-butyl 3-(7-chloro-8-fluoro-2-(((2R,7aS)-2-fluorotetrahydro-1H-pyrrolizin-7a(5H)-yl)methoxy)pyrido[4,3-d]pyrimidin-4-yl)-1-(ethoxymethyl)-3,8-diazabicyclo[3.2.1]octan-8-carboxylate ClC1=C(C=2N=C(N=C(C2C=N1)N1CC2(CCC(C1)N2C(=O)OC(C)(C)C)COCC)OC[C@]21CCCN1C[C@@H](C2)F)F